NC[C@H](CO)O |r| (+-)-3-amino-1,2-propanediol